6-(4-hydroxybenzylamino)-3-β-D-glucopyranosylpurine OC1=CC=C(CNC2=C3N=CN=C3N(C=N2)[C@H]2[C@H](O)[C@@H](O)[C@H](O)[C@H](O2)CO)C=C1